N-methylolacrylamine C(O)NC(=O)C=C